OC(CNC(=O)N)C(C(C(CO)O)O)O N-(2,3,4,5,6-pentahydroxyhexyl)-urea